14-hydroxy-morphinone O[C@@]12C=CC([C@H]3[C@]14C=1C(=C(C=CC1C[C@H]2N(C)CC4)O)O3)=O